N1N=CC2=C(C=CC=C12)CN1N=CC2=C(C1=O)N(C1=C2SC(=N1)C(C1=CC=CC=C1)N)C 6-((1H-indazol-4-yl)methyl)-2-(amino(phenyl)methyl)-4-methyl-4,6-dihydro-5H-thiazolo[5',4':4,5]pyrrolo[2,3-d]pyridazin-5-one